3,4-dichloro-2-(2,6-difluoro-4-hydroxyphenyl)-2H-indazol-5-ol ClC=1N(N=C2C=CC(=C(C12)Cl)O)C1=C(C=C(C=C1F)O)F